BrC=1C=C(C(=NC1)[N+](=O)[O-])O[C@H](C)C1=C(C=CC=C1)Cl 5-bromo-3-[(1R)-1-(2-chlorophenyl)ethoxy]-2-nitropyridine